N1(CCC2=CC=CC=C12)C=1N=NC=2C(=CC1)C=CC=1C2C=CN1 indolinyl-pyrrolobenzodiazepine